(±)-ethyl 2-[4-(3-carbamoyltetrahydrofuran-3-yl)phenyl]propanoate C(N)(=O)C1(COCC1)C1=CC=C(C=C1)C(C(=O)OCC)C